ClC1=CC=C(C(=N1)C(=O)O)N[C@H](C)C1=C2N=C(C(=NC2=CC(=C1)C)C#N)N1CC2=CC=C(C=C2CC1)F (R)-6-chloro-3-((1-(2-cyano-3-(6-fluoro-3,4-dihydroisoquinolin-2(1H)-yl)-7-methylquinoxalin-5-yl)ethyl)amino)picolinic acid